O=C1NC(CCC1N1C(C2=CC=C(C=C2C1=O)N1CC(C1)(C#N)N1CCNCC1)=O)=O 1-(2-(2,6-Dioxopiperidin-3-yl)-1,3-dioxoisoindolin-5-yl)-3-(piperazin-1-yl)azetidine-3-carbonitrile